5-(benzyloxy)-2-cyclopentyl-benzofuran-3-carboxylic acid C(C1=CC=CC=C1)OC=1C=CC2=C(C(=C(O2)C2CCCC2)C(=O)O)C1